2-methoxy-N-(methyl-(oxo)(pyridin-2-yl)-lambda6-sulfanylidene)-4-(5-(trifluoromethyl)-1,2,4-oxadiazol-3-yl)benzamide COC1=C(C(=O)N=S(C2=NC=CC=C2)(=O)C)C=CC(=C1)C1=NOC(=N1)C(F)(F)F